[(2R,3R,5R)-2-(4-acetamido-2-oxo-pyrimidin-1-yl)-5-[[bis(4-methoxyphenyl)-phenyl-methoxy]methyl]-4-hydroxy-tetrahydrofuran-3-yl] acetate C(C)(=O)O[C@H]1[C@@H](O[C@@H](C1O)COC(C1=CC=CC=C1)(C1=CC=C(C=C1)OC)C1=CC=C(C=C1)OC)N1C(N=C(C=C1)NC(C)=O)=O